C(CCCC\C=C\CCCCCO)O (E)-dodec-6-ene-1,12-diol